ClC1=C(CNC(=O)[C@@]2(C=3C=CC=NC3[C@H](CC2)F)F)C=CC(=C1)Cl (5r,8s)-N-(2,4-dichlorobenzyl)-5,8-difluoro-5,6,7,8-tetrahydroquinoline-5-carboxamide